CC=1SC(=C(N1)C)C1=NN(C(C=C1)=O)CCNS(=O)(=O)C1=CC2=C(OCCO2)C=C1 N-[2-[3-(2,4-dimethyl-1,3-thiazol-5-yl)-6-oxopyridazin-1-yl]ethyl]-2,3-dihydro-1,4-benzodioxine-6-sulfonamide